3,6,9,12,15,18-hexa-oxoeicosanoic acid O=C(CC(=O)O)CCC(CCC(CCC(CCC(CCC(CC)=O)=O)=O)=O)=O